7-{6-methyl-3-[1-(3,3,3-trifluoro-2,2-dimethylpropyl)-1H-pyrazol-4-yl]pyridin-2-yl}imidazo[1,2-a]pyridine CC1=CC=C(C(=N1)C1=CC=2N(C=C1)C=CN2)C=2C=NN(C2)CC(C(F)(F)F)(C)C